hexane-1,6-diyl bis(4-vinylbenzoate) C(=C)C1=CC=C(C(=O)OCCCCCCOC(C2=CC=C(C=C2)C=C)=O)C=C1